Methyl (2R)-2-amino-3-(5-methoxypyridin-3-yl)propanoate Dihydrochloride Cl.Cl.N[C@@H](C(=O)OC)CC=1C=NC=C(C1)OC